OC1CC2(C1)CC(N(CC2)C(=O)OC(C)(C)C)C2=CC=C(C=C2)C(=O)OC tert-butyl 2-hydroxy-6-(4-(methoxycarbonyl) phenyl)-7-azaspiro[3.5]nonane-7-carboxylate